C(C)(C)(C)OOC(C)(C)C1=CC=CC=C1 t-butyl-cumyl peroxide